Z-But-2-ene C\C=C/C